rac-ethyl 5-methyl-4,5-dihydronaphtho[2,1-d]isoxazole-3-carboxylate C[C@@H]1CC=2C(=NOC2C2=CC=CC=C12)C(=O)OCC |r|